6,6'-(6-phenyl-1,3,5-triazine-2,4-diyl)bis(9-(4,6-diphenylpyrimidin-2-yl)-3-methyl-9H-carbazole) C1(=CC=CC=C1)C1=NC(=NC(=N1)C=1C=C2C=3C=C(C=CC3N(C2=CC1)C1=NC(=CC(=N1)C1=CC=CC=C1)C1=CC=CC=C1)C)C=1C=C2C=3C=C(C=CC3N(C2=CC1)C1=NC(=CC(=N1)C1=CC=CC=C1)C1=CC=CC=C1)C